4-benzyloxy-2-(6-tert-butyl-5-chloro-2-methyl-3-pyridyl)-1,6-naphthyridine-5-carbonitrile C(C1=CC=CC=C1)OC1=CC(=NC=2C=CN=C(C12)C#N)C=1C(=NC(=C(C1)Cl)C(C)(C)C)C